CCCCCCCCCCCCCC(=O)O[C@H](COC(=O)CCCCCCC/C=C\CCCCCCC)COP(=O)(O)OC[C@@H](C(=O)O)N 1-(9Z-heptadecenoyl)-2-tetradecanoyl-glycero-3-phosphoserine